tert-butyl (R)-3-(3-fluoropyrrolidin-1-yl)propanoate F[C@H]1CN(CC1)CCC(=O)OC(C)(C)C